ClC1=NC=C(C=C1NS(=O)(=O)C1=C(C=C(C=C1F)F)F)C=1C=C2C(=NC=NC2=CC1)N1CCN(CC1)C(\C=C\C(C)=O)=O (E)-N-(2-chloro-5-(4-(4-(4-oxopent-2-enoyl)piperazin-1-yl)quinazolin-6-yl)pyridin-3-yl)-2,4,6-trifluorobenzenesulfonamide